Methyl 4-(3-methyl-1-((2-(trimethylsilyl)ethoxy)methyl)-1H-pyrrolo[2,3-b]pyridin-4-yl)benzoate CC1=CN(C2=NC=CC(=C21)C2=CC=C(C(=O)OC)C=C2)COCC[Si](C)(C)C